Methyl (1R,2S,3R,4S)-3-(5-bromo-4-fluoro-2-methoxybenzamido)bicyclo[2.2.1]heptane-2-carboxylate BrC=1C(=CC(=C(C(=O)N[C@H]2[C@H]([C@@H]3CC[C@H]2C3)C(=O)OC)C1)OC)F